C(C)(C)C1=CC=C(C=C1)C=1N=C2N(C=CC=C2)C1CN1CCN(CC1)C(=O)C1=NC(=CC=C1)OC (4-{[2-(4-isopropylphenyl)imidazo[1,2-a]pyridine-3-yl]methyl}piperazin-1-yl)(6-methoxypyridin-2-yl)methanone